2-(2,6-diethylphenyl)-2,4,6,7-tetrahydro-5H-pyrazolo[4,3-c]Pyridine-5-carboxylic acid tert-butyl ester C(C)(C)(C)OC(=O)N1CC=2C(CC1)=NN(C2)C2=C(C=CC=C2CC)CC